CN1C=C2C(NC(NC2=O)=O)=C(C1=O)C 6,8-dimethyl-2,4,7-trioxo-3,4,6,7-tetrahydropyrido[4,3-d]pyrimidin